C(#N)C1=CC=C(C(=O)NC2(CCC2)C2=CC=C(C=C2)C=2C=NC(=CC2)C(C(F)(F)F)O)C=C1 4-cyano-N-(1-(4-(6-(2,2,2-trifluoro-1-hydroxyethyl)pyridin-3-yl)phenyl)cyclobutyl)benzamide